COC=1C=C2C(=NC1)N(N=C2N2CCN(CC2)CCN2CCOCC2)C21CC(C2)(C1)C(F)(F)F 4-[2-[4-[5-methoxy-1-[3-(trifluoromethyl)-1-bicyclo[1.1.1]pentanyl]pyrazolo[3,4-b]pyridin-3-yl]piperazin-1-yl]ethyl]morpholine